COC(=O)C=1N=C(C=C2C1OC(=C2)C#N)Br.C2(CC2)NC(=O)C=2C=C(C(=C(C2)C2=CC=C(C=N2)C(=O)NCC(C)(C)C)C)F 6-[5-(cyclopropylcarbamoyl)-3-fluoro-2-methylphenyl]-N-(2,2-dimethylpropyl)pyridine-3-carboxamide methyl-5-bromo-2-cyanofuro[2,3-c]pyridine-7-carboxylate